ClCCCC[C@]12C(OC(C2=CCCC1)CC(=O)OCC1=CC=CC=C1)=O Benzyl 2-((3aR)-3a-(4-chlorobutyl)-3-oxo-1,3,3a,4,5,6-hexahydroisobenzofuran-1-yl)acetate